C[C@H]1[C@H](C(CN2CCN(CC2)C2=NC(=NC(=C2)N2CCCC2)N2CCCC2)=O)[C@]2(CC=C3[C@]4(C=CC(C=C4C=C[C@H]3[C@@H]2C1)=O)C)C 16α-methyl-21-[4-[2,6-bis-(1-pyrrolidinyl)-4-pyrimidinyl]-1-piperazinyl]pregna-1,4,6,9(11)-tetraene-3,20-dione